2-(3'-chloro-[1,1'-biphenyl]-3-yl)-3,4,5-triphenylthiophene ClC=1C=C(C=CC1)C1=CC(=CC=C1)C=1SC(=C(C1C1=CC=CC=C1)C1=CC=CC=C1)C1=CC=CC=C1